C(C)(C)(C)C1=CC(CC(C1)=CC1=CC=C(C=C1)OC)C(C)(C)C 2,6-di-tert-butyl-4-(4-methoxybenzylidene)cyclohexene